benzyl (3R,5S)-3-benzyloxy-4,4-difluoro-5-methylpiperidine-1-carboxylate C(C1=CC=CC=C1)O[C@@H]1CN(C[C@@H](C1(F)F)C)C(=O)OCC1=CC=CC=C1